BrC=1C=CC=C2C(C(NC12)=O)(O)CC(=O)NC1(CCSCC1)C(=O)O 4-(2-(7-bromo-3-hydroxy-2-oxoindolin-3-yl)acetamido)tetrahydro-2H-thiopyran-4-carboxylic acid